C1(CC1)[C@H]([C@@H](C(=O)OC(C)(C)C)C)C1=CC(=CC=C1)O tert-butyl (2S,3R)-3-cyclopropyl-3-(3-hydroxyphenyl)-2-methyl-propanoate